Cl.ClC1=C(C=CC=C1C=1N=NN(C1)C1=C(C=C(C(=C1)F)F)F)[C@@]1(CC(N(C(N1)=N)[C@H]1C[C@H]([C@H](CC1)O)C)=O)C |o1:29,31,32| (6S)-6-{2-Chloro-3-[1-(2,4,5-trifluorophenyl)-1,2,3-triazol-4-yl]-phenyl}-3-[(1R*,3R*,4S*)-4-hydroxy-3-methylcyclohexyl]-2-imino-6-methylhexahydro-pyrimidin-4-one hydrochloride